C=1(C(=CC(=CC1)C)C=O)C para-xyleneformaldehyde